O1CC(C1)C=1C(=NC=C(C(=O)O)C1)OCC1(CC1)C(F)(F)F 5-(oxetan-3-yl)-6-((1-(trifluoromethyl)cyclopropyl)methoxy)nicotinic acid